8-(2,4-dichlorophenyl)-9-(4-{[(3S)-1'-(3-fluoropropyl)[1,3'-bipyrrolidin]-3-yl]oxy}phenyl)-6,7-dihydro-5H-benzo[7]annulene-3-carboxylic acid ClC1=C(C=CC(=C1)Cl)C=1CCCC2=C(C1C1=CC=C(C=C1)O[C@@H]1CN(CC1)C1CN(CC1)CCCF)C=CC(=C2)C(=O)O